3-chloro-2-(2-chloroethoxy)-5-(6-((2-(methylsulfonyl)pyrimidin-4-yl)methoxy)-1,2,3,4-tetrahydronaphthalen-1-yl)benzonitrile ClC=1C(=C(C#N)C=C(C1)C1CCCC2=CC(=CC=C12)OCC1=NC(=NC=C1)S(=O)(=O)C)OCCCl